(11a'S)-8'-(3-bromopropoxy)-11'-{[tert-butyl(dimethyl)silyl]oxy}-7'-methoxy-5'-oxo-11',11a'-dihydro-1'H-spiro[cyclopropane-1,2'-pyrrolo[2,1-c][1,4]benzodiazepine] BrCCCOC1=CC2=C(C(N3[C@H](C(N2)O[Si](C)(C)C(C)(C)C)CC2(C3)CC2)=O)C=C1OC